FC1=C(C=C2C3=C(NC2=C1)N=CN=C3N[C@@H]3CC[C@H](CC3)N3CCOCC3)C=3C=NC=C(C3)F 7-fluoro-6-(5-fluoropyridin-3-yl)-N-(trans-4-morpholinocyclohexyl)-9H-pyrimido[4,5-b]indol-4-amine